(2S,5R)-7-Oxo-2-(N-(pyrimidin-5-ylmethyl) carbamimidoyl)-1,6-diazabicyclo[3.2.1]octan-6-yl hydrogen sulfate S(=O)(=O)(ON1[C@@H]2CC[C@H](N(C1=O)C2)C(NCC=2C=NC=NC2)=N)O